C(C)OC=1C=C(C=2N(C1)N=CC2C#N)C=2C=NC(=CC2)N2CCC(CC2)OC2=NC=CC=C2 6-ethoxy-4-(6-(4-(pyridin-2-yloxy)piperidin-1-yl)pyridin-3-yl)pyrazolo[1,5-a]pyridine-3-carbonitrile